FC(S(=O)(=O)OC1=CCC(CC1)CNC(=O)OC(C)(C)C)(F)F [4-[(tert-butoxy carbonylamino)methyl]cyclohexen-1-yl] trifluoromethanesulfonate